O1COC2=C1C=CC(=C2)CC(C)N(C(OCCC)=O)C propyl N-[2-(1,3-benzodioxol-5-yl)-1-methyl-ethyl]-N-methyl-carbamate